NC1=NC(NC=C1C=1N=CN(C1)[C@@H]1O[C@@H]([C@H]([C@@]1(C)F)O)CO)=O 4-amino-5-(1-((2R,3R,4R,5R)-3-fluoro-4-hydroxy-5-(hydroxymethyl)-3-methyltetrahydrofuran-2-yl)-1H-imidazol-4-yl)pyrimidin-2(1H)-one